FC(OC1=CC=C(C=C1)N1N=C2N(C1=O)[C@@H](CC2)C2=NC=CN=C2)F (5S)-2-[4-(difluoromethoxy)phenyl]-5-(pyrazin-2-yl)-2,5,6,7-tetrahydro-3H-pyrrolo[2,1-c][1,2,4]triazol-3-one